N-(1-(1H-indol-3-yl)hexan-2-yl)-6-(4-cyclopropylpiperazin-1-yl)benzo[b]thiophene-2-Formamide N1C=C(C2=CC=CC=C12)CC(CCCC)NC(=O)C1=CC2=C(S1)C=C(C=C2)N2CCN(CC2)C2CC2